C(C)(C)(C)OC(=O)CCCCCCCCCCCOC=1C2=CC=CC=C2C(=C2C=CC=CC12)OCCCCCCCCCCCC(=O)OC(C)(C)C 9,10-bis(tert-butoxycarbonylundecyleneoxy)anthracene